C(C)(=O)N1CCN(CCC1)C=1C=C2CCN(C(C2=CC1)=O)C[C@@H](CN1CC2=CC=CC=C2CC1)O 6-(4-Acetyl-1,4-diazepan-1-yl)-2-[(2R)-3-(3,4-dihydro-1H-isochinolin-2-yl)-2-hydroxypropyl]-3,4-dihydroisochinolin-1-on